C1CC12CCN(CC2)C2=C(C=C(C=N2)C(=O)O)F 6-[6-azaspiro[2.5]oct-6-yl]-5-fluoropyridine-3-carboxylic acid